nonyl 8-bromo-2-methyloctanoate BrCCCCCCC(C(=O)OCCCCCCCCC)C